N-(5-((6-((R)-3-(3,4-dichlorophenyl)isoxazolidine-2-yl)pyrimidine-4-yl)amino)-4-methoxy-2-((1R,4R)-5-methyl-2,5-diazabicyclo[2.2.1]heptane-2-yl)phenyl)acrylamide ClC=1C=C(C=CC1Cl)[C@@H]1N(OCC1)C1=CC(=NC=N1)NC=1C(=CC(=C(C1)NC(C=C)=O)N1[C@H]2CN([C@@H](C1)C2)C)OC